(12S)-7-chloro-12-ethyl-6-fluoro-13-methyl-3-methylsulfanyl-10-oxa-2,4,8,13-tetrazatricyclo[7.4.1.05,14]tetradeca-1,3,5,7,9(14)-pentaene ClC=1C(=C2N=C(N=C3N([C@H](COC(N1)=C32)CC)C)SC)F